2-(1-Methylallyl)-malonic acid diisobutyl ester C(C(C)C)OC(C(C(=O)OCC(C)C)C(C=C)C)=O